7-(allyloxy)-2,2-diphenylbenzo[d][1,3]dioxole-5-carboxylic acid tert-butyl ester C(C)(C)(C)OC(=O)C1=CC2=C(OC(O2)(C2=CC=CC=C2)C2=CC=CC=C2)C(=C1)OCC=C